ethyl 9-(2,6-difluorophenyl)-3-methyl-16-thia-2,4,5,8-tetrazatetracyclo[8.6.0.02,6.011,15]hexadeca-1(10),3,5,8,11(15)-pentaene-13-carboxylate FC1=C(C(=CC=C1)F)C1=NCC2=NN=C(N2C=2SC=3CC(CC3C12)C(=O)OCC)C